C1(=CC=C(C=C1)S(=O)(=O)CC(CCCl)=C)C 4-Chloro-2-methylenebutyl p-tolyl sulfone